C(C)(C)(C)C1=CC=C(C=C1)N(C(=O)[C@@H]1N(C[C@@H](C1)O)C(=O)OC(C)(C)C)C(C(=O)NC1CCCCC1)C=1C=NC=CC1 tert-butyl (2R,4R)-2-[(4-tert-butylphenyl)-[2-(cyclohexylamino)-2-oxo-1-(3-pyridyl)ethyl]carbamoyl]-4-hydroxy-pyrrolidine-1-carboxylate